BrC=1C(=NC=CC1C)OC 3-bromo-2-methoxy-4-methylpyridine